NCCC=1C=NC(=NC1)C1=C(C=C(C#N)C=C1)CN1C(=NC(=C1)C1=CC=CC=C1)C 4-[5-(2-aminoethyl)pyrimidin-2-yl]-3-[(2-methyl-4-phenylimidazol-1-yl)methyl]benzonitrile